C1(=CC=CC=C1)P(CC(CP(C1=CC=CC=C1)C1=CC=CC=C1)(C)CP(C1=CC=CC=C1)C1=CC=CC=C1)C1=CC=CC=C1 1,3-bis(diphenylphosphino)-2-[(diphenylphosphino)methyl]-2-methylpropane